P(=O)(O)(O)O.OC[C@@H](CC(C)C)NC1=NC(=NC(=N1)CC(C)C1=C2C=CC=NC2=C(C=C1)OC)NS(=O)(=O)C N-(4-(((R)-1-hydroxy-4-methylpent-2-yl)amino)-6-(2-(8-methoxyquinolin-5-yl)propyl)-1,3,5-triazin-2-yl)methanesulfonamide racemic-trans-phosphate